N-(1-(3-chloro-10-fluoro-8-oxo-5,8-dihydro-6H-[1,6]naphthyridino[5,6-b]quinazolin-12-yl)ethylidene)-2-methylpropane-2-sulfinamide ClC1=NC=2CCN3C(=NC4=C(C=C(C=C4C3=O)F)C(C)=NS(=O)C(C)(C)C)C2C=C1